(E)-4-(9-ethyl-2-(2-(3-methylbenzylidene)hydrazinyl)-8-(pyridin-4-yl)-9H-purin-6-yl)morpholine C(C)N1C2=NC(=NC(=C2N=C1C1=CC=NC=C1)N1CCOCC1)N/N=C/C1=CC(=CC=C1)C